3-(4-(trifluoromethyl)naphthalen-1-yl)-6-azabicyclo[3.1.1]heptane FC(C1=CC=C(C2=CC=CC=C12)C1CC2NC(C1)C2)(F)F